O1CCC(=CC1)C1=CC(=NC=C1)N1N=CC(=C1)S(=O)(=O)NC=1C=CC=C2C=NN(C12)C 1-(4-(3,6-dihydro-2H-pyran-4-yl)pyridin-2-yl)-N-(1-methyl-1H-indazol-7-yl)-1H-pyrazole-4-sulfonamide